FC(OC1=C2CC(CC2=CC=C1)=O)F 4-(difluoromethoxy)-1,3-dihydro-2H-inden-2-one